C1(=CC=CC=C1)NC(=O)C1=CN=C(S1)C1=CC=C(C=C1)OC1CCNCC1 N-Phenyl-2-(4-(piperidin-4-yloxy)phenyl)thiazole-5-carboxamide